2-(4-(2-((4-(Bis((9Z,12Z,15Z)-2-hydroxyoctadeca-9,12,15-trien-1-yl)amino)butyl)disulfaneyl)ethyl)piperazin-1-yl)ethyl 5-(bis((Z)-2-hydroxyoctadec-9-en-1-yl)amino)pentanoate OC(CN(CCCCC(=O)OCCN1CCN(CC1)CCSSCCCCN(CC(CCCCCC\C=C/C\C=C/C\C=C/CC)O)CC(CCCCCC\C=C/C\C=C/C\C=C/CC)O)CC(CCCCCC\C=C/CCCCCCCC)O)CCCCCC\C=C/CCCCCCCC